2-amino-3-methyl-N-(2-pyrazinylmethyl)-N-((5-(trifluoromethyl)-2-pyridinyl)methyl)-6-quinolinecarboxamide NC1=NC2=CC=C(C=C2C=C1C)C(=O)N(CC1=NC=C(C=C1)C(F)(F)F)CC1=NC=CN=C1